3-Chloro-N-(3-methyltetrahydrofuran-3-yl)-4-(piperazin-1-yl)benzamide ClC=1C=C(C(=O)NC2(COCC2)C)C=CC1N1CCNCC1